1-((1R,5S,6s)-6-((4-amino-5-(3-chloro-2-methoxyphenyl)-7-methyl-7H-pyrrolo[2,3-d]pyrimidin-6-yl)ethynyl)-3-azabicyclo[3.1.0]hexan-3-yl)prop-2-en-1-one NC=1C2=C(N=CN1)N(C(=C2C2=C(C(=CC=C2)Cl)OC)C#CC2[C@@H]1CN(C[C@H]21)C(C=C)=O)C